(R)-4-(3-(2,4-Dichlorophenyl)-2,3-dihydrobenzo[b][1,4]dioxin-5-yl)piperidine-1-carboxylate ClC1=C(C=CC(=C1)Cl)[C@H]1OC2=C(OC1)C=CC=C2C2CCN(CC2)C(=O)[O-]